2-aminooctanedioic acid NC(C(=O)O)CCCCCC(=O)O